ClC=1C=C2C(=CC1)C(OC21CCN(CC1)CC=1C=NN(C1)CCS(=O)(=O)C)C(=O)O 5-chloro-1'-[[1-(2-methylsulfonylethyl)pyrazol-4-yl]methyl]spiro[1H-isobenzofuran-3,4'-piperidine]-1-carboxylic acid